C(CCCCC(C)C)OC(CCC1=CC(=C(C(=C1)C(C)(C)C)O)C(C)(C)C)=O 3,5-di-tert-butyl-4-hydroxy-benzene-propionic acid isooctyl ester